2-hexyldecyl 7-bromoheptanoate BrCCCCCCC(=O)OCC(CCCCCCCC)CCCCCC